ClC1=C(N)C=CC(=C1C=1N=CC=2N(C1)C=NC2C=2N(C=CN2)COCC[Si](C)(C)C)F 2-chloro-4-fluoro-3-[1-(1-[[2-(trimethylsilyl)ethoxy]methyl]imidazol-2-yl)imidazo[1,5-a]pyrazin-6-yl]aniline